NC1=NC(=NC2=NC=CN=C12)N diaminopteridin